3-(4-Bromo-1-(3,5-difluorophenyl)-1-hydroxybut-3-yn-1-yl)-1,6-dimethylpyridin-2(1H)-one BrC#CCC(O)(C1=CC(=CC(=C1)F)F)C=1C(N(C(=CC1)C)C)=O